3-((4-chlorobenzyl)oxy)benzaldehyde ClC1=CC=C(COC=2C=C(C=O)C=CC2)C=C1